C[C@H]1N([C@H](CN(C1)C1=NC=C(C=N1)N1C(CCC1)=O)C)C(=O)OC1CC2(CN(C2)CC2=CC=CC=C2)C1 2-benzyl-2-azaspiro[3.3]heptan-6-yl (2R,6S)-2,6-dimethyl-4-[5-(2-oxopyrrolidin-1-yl) pyrimidin-2-yl]piperazine-1-carboxylate